FC=1C=C2NC=CC2=C2CCC(N(CCCCCC(C3=CN=C(C=4C(=CC=C(OC12)C4)F)N3)C=3C=C(C=CC3)C(CC(=O)O)C)C)=O 3-[3-(23,29-Difluoro-12-methyl-13-oxo-25-oxa-3,12,20,31-tetrazapentacyclo[24.3.1.12,5.016,24.017,21]hentriaconta-1(30),2,4,16,18,21,23,26,28-nonaen-6-yl)phenyl]butanoic acid